tert-butyl (4-[(1-{2-[(3S)-2,6-dioxopiperidin-3-yl]-1-oxo-3H-isoindol-5-yl}piperidin-4-yl)oxy]piperidin-1-yl)formate O=C1NC(CC[C@@H]1N1C(C2=CC=C(C=C2C1)N1CCC(CC1)OC1CCN(CC1)C(=O)OC(C)(C)C)=O)=O